6-(N-(3-(1-(cyclohexylmethyl)-5-methyl-1H-pyrazol-4-yl)-6-(methyl-(5-methyl-6-(thiazolo[5,4-b]pyridin-2-ylamino)pyridazin-3-yl)amino)picolinoyl)sulfamoyl)hexanoic acid C1(CCCCC1)CN1N=CC(=C1C)C=1C(=NC(=CC1)N(C=1N=NC(=C(C1)C)NC=1SC2=NC=CC=C2N1)C)C(=O)NS(=O)(=O)CCCCCC(=O)O